N-(4-(5-(4-Methyl-6-(3-(trifluoromethyl)piperidin-1-yl)pyridin-2-yl)-1,3,4-oxadiazol-2-yl)-3-(6-azaspiro[2.5]octan-6-yl)phenyl)-2-hydroxyethane-1-sulfonamide CC1=CC(=NC(=C1)N1CC(CCC1)C(F)(F)F)C1=NN=C(O1)C1=C(C=C(C=C1)NS(=O)(=O)CCO)N1CCC2(CC2)CC1